ClC1=C(C(=O)N[C@@H]2CN(C[C@@H]2F)C(=O)C2=CC=NC=C2)C=CC=C1 2-chloro-N-[(3R,4S)-4-fluoro-1-(pyridine-4-carbonyl)pyrrolidin-3-yl]benzamide